C1(CC1)C=1C=C(C(=O)NC(C)C2=NC=CN=C2C2=NC=C(C=N2)C)C=C(C1)C(F)(F)F 3-cyclopropyl-N-[1-[3-(5-methylpyrimidin-2-yl)pyrazin-2-yl]ethyl]-5-(trifluoromethyl)benzamide